[Cl-].[NH4+].CC1(C(C)O1)C dimethyl propylene oxide ammonium chloride